FC=1C=C(C=NC1)[C@H](CNC(C[C@H]1CN(CCC1)C(=O)OC(C)(C)C)(C)C)O tert-Butyl (S)-3-(2-(((R)-2-(5-fluoropyridin-3-yl)-2-hydroxyethyl)-amino)-2-methylpropyl)piperidine-1-carboxylate